N1=NC(=CC=C1)[N+]#N Pyridazine-3-diazonium